2-chloro-5-((4-ethylpiperazin-1-yl)methyl)pyrimidine ClC1=NC=C(C=N1)CN1CCN(CC1)CC